OC1=CC2=C(N=C(S2)/C=C/C#CC=2N=CC(=NC2)N(C(OC(C)(C)C)=O)C)C=C1 tert-butyl (E)-(5-(4-(6-hydroxybenzo[d]thiazol-2-yl)but-3-en-1-yn-1-yl)pyrazin-2-yl)(methyl)carbamate